FC(C1=NC=C(C=N1)[C@@H](C)NC(C1=CC(=CC(=C1)O[C@H]1COCC1)C=1SC(=CN1)C)=O)F N-{(1R)-1-[2-(difluoromethyl)pyrimidin-5-yl]ethyl}-3-(5-methyl-1,3-thiazol-2-yl)-5-[(3R)-tetrahydrofuran-3-yloxy]benzamide